O=C(C(=O)OCC)CC(=O)OCC 1,4-diethyl 2-oxosuccinate